C1=2C=C(C=CC2CC1)C=NS(=O)C(C)(C)C N-(bicyclo[4.2.0]octan-1(6),2,4-trien-3-ylmethylidene)-2-methylpropane-2-sulfinamide